3-[4-[[Dimethyl(oxo)-λ6-sulfanyliden]amino]-2-fluoro-anilino]-5-(methylamino)-6-(3-methylimidazo[4,5-c]pyridin-7-yl)pyrazin-2-carboxamid CS(=O)(C)=NC1=CC(=C(NC=2C(=NC(=C(N2)NC)C=2C3=C(C=NC2)N(C=N3)C)C(=O)N)C=C1)F